tert-butyl 2-[(3-chloro-4-fluoro-5,6-dimethyl-8-oxo-7H-2,7-naphthyridin-1-yl)oxymethyl]-3,8-diazabicyclo[3.2.1]octane-8-carboxylate ClC=1N=C(C=2C(NC(=C(C2C1F)C)C)=O)OCC1C2CCC(CN1)N2C(=O)OC(C)(C)C